N(=C=O)C(CCCCCCCC)(N=C=O)N=C=O Trisisocyanatononane